tert-Butyl (4-(2-(methyl(phenyl)amino)acetamido)butyl)carbamate CN(CC(=O)NCCCCNC(OC(C)(C)C)=O)C1=CC=CC=C1